(2Z)-3-benzyl-2-(1H-pyrrolo[2,3-b]pyridine-3-carbonylimino)thiazole-4-carboxylic acid ethyl ester C(C)OC(=O)C=1N(/C(/SC1)=N/C(=O)C1=CNC2=NC=CC=C21)CC2=CC=CC=C2